7-methoxy-N-(3-methoxy-2-methylpyridin-4-yl)-2-(tetrahydro-2H-pyran-4-yl)imidazo[1,2-a]pyridine-6-carboxamide COC1=CC=2N(C=C1C(=O)NC1=C(C(=NC=C1)C)OC)C=C(N2)C2CCOCC2